((tetrahydro-2H-thiopyran-4-yl)oxy)aniline S1CCC(CC1)ONC1=CC=CC=C1